1-(6-bromopyridin-2-yl)-1,3-dihydro-2H-benzo[d]imidazol-2-one BrC1=CC=CC(=N1)N1C(NC2=C1C=CC=C2)=O